2-{3-[(8aS)-hexahydropyrrolo[1,2-a]pyrazin-2(1H)-yl]-1,2,4-triazin-6-yl}-5-(1H-pyrazol-4-yl)phenol dihydrochloride Cl.Cl.C1[C@H]2N(CCN1C=1N=NC(=CN1)C1=C(C=C(C=C1)C=1C=NNC1)O)CCC2